O=C[C@H](CC1=CC=CC=C1)NC(=O)C1=CN=CN1C1=NC=CC=C1 (S)-N-(1-OXO-3-PHENYLPROPAN-2-YL)-1-(PYRIDIN-2-YL)-1H-IMIDAZOLE-5-CARBOXAMIDE